trihydroxyethyl trimercaptopropionate SC(CC(=O)OCC(O)(O)O)(S)S